2-amino-1-(4-bromophenyl-ethyl)-1H-benzo[d]imidazole-5-carbonitrile NC1=NC2=C(N1CCC1=CC=C(C=C1)Br)C=CC(=C2)C#N